(S)-4-(((4-oxochroman-7-yl)oxy)(phenyl)methyl)benzamide O=C1CCOC2=CC(=CC=C12)O[C@H](C1=CC=C(C(=O)N)C=C1)C1=CC=CC=C1